Methyl (3R,5S)-1-((R)-2-amino-4-phenylbutanoyl)-5-((4-carbamimidoylbenzyl)carbamoyl)pyrrolidine-3-carboxylate ditrifluoroacetate FC(C(=O)O)(F)F.FC(C(=O)O)(F)F.N[C@@H](C(=O)N1C[C@@H](C[C@H]1C(NCC1=CC=C(C=C1)C(N)=N)=O)C(=O)OC)CCC1=CC=CC=C1